BrC=1C=C(C=CC1)C1CC(CC2=CC=CC=C12)N(C)C 4-(3-bromophenyl)-N,N-dimethyl-1,2,3,4-tetrahydronaphthalen-2-amine